2-(2-(4-methoxy-3-propoxyphenyl)-6-oxo-1,6-dihydropyrimidin-4-yl)acetic acid ethyl ester C(C)OC(CC=1N=C(NC(C1)=O)C1=CC(=C(C=C1)OC)OCCC)=O